FC1=C2C[C@H](CCC2=CC(=C1)F)N[C@H](C(=O)NC=1N=CN(C1)C(CNCC(C)(C)C)(C)C)CCC (S)-2-((S)-5,7-difluoro-1,2,3,4-tetrahydronaphthalen-3-ylamino)-N-(1-(2-methyl-1-(neopentylamino)propan-2-yl)-1H-imidazol-4-yl)pentanamide